γ-linolenoyl-valine C(CCCC\C=C/C\C=C/C\C=C/CCCCC)(=O)N[C@@H](C(C)C)C(=O)O